4-((3-iodo-7-methoxyimidazo[1,2-a]pyridin-6-yl)sulfonyl)-4-methylpentan-1-ol IC1=CN=C2N1C=C(C(=C2)OC)S(=O)(=O)C(CCCO)(C)C